ClC1=C(C(=C(C=C1OC)OC)Cl)C1CCC=2C(=NNC2C1)CNC(C=C)=O N-((6-(2,6-dichloro-3,5-dimethoxyphenyl)-4,5,6,7-tetrahydro-1H-indazol-3-yl)methyl)acrylamide